[Pb](I)I.C[NH3+] methylammonium lead iodide